(S)-N-methyl-5-(3-(2-methyl-5-((5-(trifluoromethyl)pyridin-3-yl)carbamoyl)phenyl)pyrrolidin-1-yl)nicotinamide CNC(C1=CN=CC(=C1)N1C[C@@H](CC1)C1=C(C=CC(=C1)C(NC=1C=NC=C(C1)C(F)(F)F)=O)C)=O